[K+].S(=O)(=O)([O-])C(C(=O)OCCCCCC(C)C)CC(=O)OCCCCCC(C)C diisooctyl sulfosuccinate, potassium salt